C1(CC1)CN1N=CC=C1 cyclopropylmethyl-1H-pyrazole